COC1=CC=C(C(=O)[Ge](CC)(CC)C(C2=CC=C(C=C2)OC)=O)C=C1 bis-(4-methoxybenzoyl)diethylgermanium